(4R)-benzyl-3-[(3R,4S)-1-benzyl-4-phenyl-pyrrolidine-3-carbonyl]-oxazolidin-2-one C(C1=CC=CC=C1)[C@H]1N(C(OC1)=O)C(=O)[C@H]1CN(C[C@@H]1C1=CC=CC=C1)CC1=CC=CC=C1